(S)-N-(3-methyl-4-((1-methyl-1H-benzo[d]imidazol-5-yl)oxy)phenyl)-1,2,4a,5-tetrahydro-4H-[1,4]oxazino[4',3':4,5][1,4]oxazino[3,2-g]quinazolin-11-amine CC=1C=C(C=CC1OC1=CC2=C(N(C=N2)C)C=C1)NC1=NC=NC=2C=C3C(=CC12)N1[C@H](CO3)COCC1